(1R)-1-[2-methyl-3-(trifluoromethyl)phenyl]ethan-1-amine CC1=C(C=CC=C1C(F)(F)F)[C@@H](C)N